ClC1=CC=C(C(=N1)NC1=CC(=C(C(=O)OC)C=C1)F)[N+](=O)[O-] methyl 4-((6-chloro-3-nitropyridin-2-yl)amino)-2-fluorobenzoate